C(C)OC(CCC(=O)C1=NC2=CC(=CC=C2C=C1O)C1=CC(=CC=C1)C(F)(F)F)=O 4-[3-Hydroxy-7-(3-trifluoromethyl-phenyl)-quinolin-2-yl]-4-oxo-butyric acid ethyl ester